C1=CC=C2C(=C1)C=C3C#CC=CC3=N2 dehydroacridine